carboxyl-benzoyl-mercaptooxadiazole C(=O)(O)SC=1N=NOC1C(C1=CC=CC=C1)=O